3-amino-6-(5-(1-amino-3,3-difluoro-2-hydroxy-1-oxopropan-2-yl)-2-methylphenyl)-N-(1-hydroxy-2-methylpropan-2-yl)pyrazine-2-carboxamide NC=1C(=NC(=CN1)C1=C(C=CC(=C1)C(C(=O)N)(C(F)F)O)C)C(=O)NC(CO)(C)C